triethylenetetramine disuccinate hydrate O.C(CCC(=O)O)(=O)O.C(CCC(=O)O)(=O)O.NCCNCCNCCN